1-[(2-aminoethyl)(methyl)amino]-2-methylpropan-2-ol NCCN(CC(C)(O)C)C